C(C)(C)(C)OC(=O)N1C(CCC(C1)(F)F)C(=O)O 1-tert-butoxycarbonyl-5,5-difluoro-piperidine-2-carboxylic acid